3-(5-(((1R,2R)-2-(3-(5-bromo-pyrimidin-2-yl)azetidin-1-yl)cyclohexyl)oxy)-1-oxoisoindolin-2-yl)piperidine-2,6-dione BrC=1C=NC(=NC1)C1CN(C1)[C@H]1[C@@H](CCCC1)OC=1C=C2CN(C(C2=CC1)=O)C1C(NC(CC1)=O)=O